C(=CCC)P(C=CCC)C=CCC tributenyl-phosphine